N1N=CC2=CC(=CC=C12)OC1CCN(CC1)C1=C(C=C(N=N1)C(=O)NCC1=CC=NC=C1)C 6-[4-(1H-indazol-5-yloxy)piperidin-1-yl]-5-methyl-N-(pyridin-4-ylmethyl)pyridazine-3-carboxamide